ClC1=CC=C(C[C@H]2CO[C@H](CN2C2CCC(CC2)C=2SC(=C(N2)C)C)CNC(=O)C2=CN=NN2)C=C1 N-(((2S,5S)-5-(4-Chlorobenzyl)-4-(4-(4,5-dimethylthiazol-2-yl)cyclohexyl)morpholin-2-yl)methyl)-1H-1,2,3-triazol-5-carboxamid